(S)-3-amino-3-(3-(4-methylthiophene-3-yl)phenyl)propanoic acid ethyl ester C(C)OC(C[C@@H](C1=CC(=CC=C1)C1=CSC=C1C)N)=O